(R)-1-((R)-1-(2-benzylphenoxy)propan-2-yl)-2-methylpiperidine C(C1=CC=CC=C1)C1=C(OC[C@@H](C)N2[C@@H](CCCC2)C)C=CC=C1